C(=O)(O)CC(C(CC(=O)O)C(=O)O)C(=O)O 1,2,3,4-tetracarboxybutane